C1N(CC12CNC2)C2=CC=C(C=C2)C2=CC(=C1C(=N2)N(C(=N1)C1=CC(=C(C=C1)OC)OC)C)C (4-(2,6-diazaspiro[3.3]hept-2-yl)phenyl)-2-(3,4-dimethoxyphenyl)-3,7-dimethyl-3H-imidazo[4,5-b]pyridine